(R)-2-(4-(4-isopropylpyrazolo[1,5-a]pyridin-2-yl)-1,4,6,7-tetrahydro-5H-imidazo[4,5-c]pyridin-5-yl)-5-(pyridin-3-yl)-1,3,4-oxadiazole C(C)(C)C=1C=2N(C=CC1)N=C(C2)[C@@H]2N(CCC1=C2N=CN1)C=1OC(=NN1)C=1C=NC=CC1